6-[(trityl)thio]quinoxaline C(C1=CC=CC=C1)(C1=CC=CC=C1)(C1=CC=CC=C1)SC=1C=C2N=CC=NC2=CC1